tert-butyl 4-fluoro-3-(trifluoromethyl)benzoate FC1=C(C=C(C(=O)OC(C)(C)C)C=C1)C(F)(F)F